BrC=1C=C(C2=C(N(C(=N2)CCl)C[C@H]2OCC2)C1F)F (S)-6-bromo-2-(chloromethyl)-4,7-difluoro-1-(oxetan-2-ylmethyl)-1H-benzo[d]imidazole